2-(tert-Butyl) 3-Methyl (1R,3S,5R)-5-(Azidomethyl)-2-azabicyclo[3.1.0]hexane-2,3-dicarboxylate N(=[N+]=[N-])C[C@]12C[C@H](N([C@@H]2C1)C(=O)OC(C)(C)C)C(=O)OC